FC1=C(C(=CC(=C1)[N+](=O)[O-])F)N1CCCCC1 1-(2,6-difluoro-4-nitro-phenyl)piperidine